[Cl-].C(C)N=C=NCCCN(C)C 1-ethyl-3-(3-dimethylaminopropyl)carbodiimide chloride